3-[(tert-butoxycarbonyl)amino]-2-(pyridin-2-yl)propanoic acid C(C)(C)(C)OC(=O)NCC(C(=O)O)C1=NC=CC=C1